6,6,7,7,8,8,9,9,9-nonafluoro-4-iodo-1-phenyl-4-nonen-3-ol FC(C=C(C(CCC1=CC=CC=C1)O)I)(C(C(C(F)(F)F)(F)F)(F)F)F